2-[5-amino-2-(4-amino-7-bromo-5-{3-fluoro-4-[(4-methylpyrimidin-2-yl)oxy]phenyl}-5H-pyrrolo[3,2-d]pyrimidin-6-yl)phenyl]acetonitrile NC=1C=CC(=C(C1)CC#N)C1=C(C=2N=CN=C(C2N1C1=CC(=C(C=C1)OC1=NC=CC(=N1)C)F)N)Br